N-(4,6-difluoro-1,3-benzothiazol-2-yl)-1-(1-methylazetidin-3-yl)piperidine-3-carboxamide FC1=CC(=CC2=C1N=C(S2)NC(=O)C2CN(CCC2)C2CN(C2)C)F